2'-(benzyloxy)-N-((2,4-dioxo-1,3-diazaspiro[4.4]nonane-6-yl)methyl)-4'-fluoro-[1,1'-biphenyl]-4-sulfonamide C(C1=CC=CC=C1)OC1=C(C=CC(=C1)F)C1=CC=C(C=C1)S(=O)(=O)NCC1C2(C(NC(N2)=O)=O)CCC1